C12(CC3CC(CC(C1)C3)C2)NC(=O)C2=C(C=3C(N(C2=O)CCCCO)=CN(N3)C)O N-(adamantan-1-yl)-4,5-dihydro-7-hydroxy-4-(4-hydroxy-1-butyl)-2-methyl-5-oxo-2H-pyrazolo[4,3-b]pyridin-6-carboxamide